OC1=C(C(N(C(=C1)C)C)=O)NC(N[C@@H](CC(=O)OCC)C=1SC(=CC1)CC1=C(C=CC=C1)C)=O ethyl (S)-3-(3-(4-hydroxy-1,6-dimethyl-2-oxo-1,2-dihydropyridin-3-yl)ureido)-3-(5-(2-methylbenzyl) thiophen-2-yl)propanoate